4-Bromo-1-ethyl-5,7-dimethylindolin-2-one BrC1=C2CC(N(C2=C(C=C1C)C)CC)=O